BrC1=C2CC(CN(C2=CC=C1)C(=O)NC=1C=NC(=C(C1)Cl)N1N=CC=N1)(C)C 5-bromo-N-(5-chloro-6-(2H-1,2,3-triazol-2-yl)pyridin-3-yl)-3,3-dimethyl-3,4-dihydroquinoline-1(2H)-carboxamide